CC(C)(C)OC(=O)NCCC1=CNC2=CC=CC=C21 boc-tryptamine